4-(4-(methylthio)-1H-imidazol-1-yl)benzofuran-2-carboxylic acid methyl ester COC(=O)C=1OC2=C(C1)C(=CC=C2)N2C=NC(=C2)SC